(2-((trimethylsilyl)ethynyl)phenyl)propionic acid C[Si](C)(C)C#CC1=C(C=CC=C1)C(C(=O)O)C